4-(3-cyano-5-fluorophenoxy)-3-(difluoromethyl)-2-methanesulfinyl-benzonitrile C(#N)C=1C=C(OC2=C(C(=C(C#N)C=C2)S(=O)C)C(F)F)C=C(C1)F